vinylamine distearate C(CCCCCCCCCCCCCCCCC)(=O)O.C(CCCCCCCCCCCCCCCCC)(=O)O.C(=C)N